COCCC1=CC=C(C=N1)C1=C(N=C2N1C=CN=C2N2CCOCC2)C 3-[6-(2-methoxyethyl)pyridin-3-yl]-2-methyl-8-morpholin-4-ylimidazo[1,2-a]pyrazine